Methyl 4-fluoro-3-((5-(2-fluorophenyl)-1-(methylsulfonyl)piperidin-3-yl)oxy)benzoate FC1=C(C=C(C(=O)OC)C=C1)OC1CN(CC(C1)C1=C(C=CC=C1)F)S(=O)(=O)C